2-[(1RS,2SR)-2-(3-chloro-5-fluorophenyl)-2-hydroxy-1-(oxan-4-yl)ethyl]-6-[5-(difluoromethyl)-1,3,4-oxadiazol-2-yl]-2,3-dihydro-1H-isoindol-1-one ClC=1C=C(C=C(C1)F)[C@@H]([C@@H](C1CCOCC1)N1C(C2=CC(=CC=C2C1)C=1OC(=NN1)C(F)F)=O)O |r|